COCCOC1=C(C(=O)NN)C=C(C(=C1)C(=O)NN)OCCOC 2,5-bis(2-methoxyethoxy)terephthalohydrazide